CC=1C=C(C=CC1NC=1N=CC2=C(N1)N(C(C=C2)=O)C2CCCC21CC1)S(=O)(=O)C1CCN(CC1)C(=O)OC(C)(C)C Tert-butyl 4-[3-methyl-4-[(7-oxo-8-spiro[2.4]heptan-7-yl-pyrido[2,3-d]pyrimidin-2-yl)amino] phenyl]sulfonylpiperidine-1-carboxylate